CC1=NSC(=C1)B1OC(C(O1)(C)C)(C)C 3-methyl-5-(4,4,5,5-tetramethyl-1,3,2-dioxaborolan-2-yl)isothiazole